4-amino-N-((5S)-7,7-dimethyl-2-(trifluoromethyl)-5,6,7,8-tetrahydro-5-quinolinyl)-7-fluoro-N,1-dimethyl-1H-pyrazolo[4,3-c]quinoline-8-carboxamide NC1=NC=2C=C(C(=CC2C2=C1C=NN2C)C(=O)N(C)[C@@H]2C=1C=CC(=NC1CC(C2)(C)C)C(F)(F)F)F